[Na+].[O-]P([O-])(=O)OP(=O)([O-])OP(=O)([O-])[O-].[Na+].[Na+].[Na+].[Na+] triphosphate sodium salt